1-{6-[5-(Ethylsulfanyl)-1-methyl-4-(6,6,7,7-tetrafluoro-1-methyl-6,7-dihydro-1H-[1,4]dioxino[2,3-f]benzimidazol-2-yl)-1H-imidazol-2-yl]pyridin-2-yl}cyclopropanecarbonitrile C(C)SC1=C(N=C(N1C)C1=CC=CC(=N1)C1(CC1)C#N)C1=NC2=C(N1C)C=C1C(=C2)OC(C(O1)(F)F)(F)F